CC1=C(C=CC=C1)C1(N=C(C(=N1)C1=CC=CC=C1)C1=CC=CC=C1)C1(N=C(C(=N1)C1=CC=CC=C1)C1=CC=CC=C1)C1=C(C=CC=C1)C 2,2'-bis(o-methylphenyl)-4,4',5,5'-tetraphenylbiimidazole